1-Ethyl 2-[1-[2-[4-(hydroxymethyl)cyclohexyl]-5-[[6-(trifluoromethyl)pyridine-2-carbonyl]amino]indazol-6-yl]-1-methyl-ethoxy]acetate OCC1CCC(CC1)N1N=C2C=C(C(=CC2=C1)NC(=O)C1=NC(=CC=C1)C(F)(F)F)C(C)(OCC(=O)OCC)C